(4-(5-fluoropyridin-2-yl)-1-methyl-1H-pyrazol-3-yl)methanone FC=1C=CC(=NC1)C=1C(=NN(C1)C)C=O